4-(7-formylfuro[3,2-c]pyridin-4-yl)-N-[trans-4-(2-hydroxypropan-2-yl)cyclohexyl]benzamide C(=O)C=1C2=C(C(=NC1)C1=CC=C(C(=O)N[C@@H]3CC[C@H](CC3)C(C)(C)O)C=C1)C=CO2